C(C)(=O)OCCOC beta-methoxyethyl acetate